OC1=C(C(=CC(=C1)O)OC)C(C=CC1=CC(=C(C=C1)OC)OC)=O 1-(2,4-Dihydroxy-6-methoxyphenyl)-3-(3,4-dimethoxyphenyl)prop-2-en-1-one